O1C(NCC1)N1N=CC=C1C1C(C1)C(=O)N 2-[1-(oxazolidin-2-yl)-1H-pyrazol-5-yl]Cyclopropane-1-carboxamide